N(=O)[O-].[Co+2].[Li+].N(=O)[O-].N(=O)[O-] lithium cobalt nitrite salt